C(C(C)C)S(=O)(=O)NCC=1N=NN(C1)CC1=CC=C(C=C1)NC(=O)C(C(=O)OCC)CC(C)C Ethyl 2-[[4-[[4-[(isobutylsulfonylamino)methyl]triazol-1-yl]methyl]phenyl]carbamoyl]-4-methyl-pentanoate